7-cyclobutyl-8-{[7-fluoro-3-(methoxymethoxy)-8-{[tri(propan-2-yl)silyl]ethynyl}naphthalen-1-yl]oxy}-2-{[(2R,7aS)-2-fluorotetrahydro-1H-pyrrolizin-7a(5H)-yl]methoxy}-6-methoxy-7H-purine C1(CCC1)N1C(=NC2=NC(=NC(=C12)OC)OC[C@]12CCCN2C[C@@H](C1)F)OC1=CC(=CC2=CC=C(C(=C12)C#C[Si](C(C)C)(C(C)C)C(C)C)F)OCOC